(2R,4S)-N-((S)-1-(((R)-2-amino-6,7-dihydro-5H-cyclopenta[b]pyridin-5-yl)amino)-1-oxopropane-2-yl)-4-(4-(trifluoromethyl)benzyl)pyrrolidine-2-carboxamide NC1=CC=C2C(=N1)CC[C@H]2NC([C@H](C)NC(=O)[C@@H]2NC[C@H](C2)CC2=CC=C(C=C2)C(F)(F)F)=O